C(C=C)C1=CC=C(C=C1)OP(OC1=CC=C(C=C1)CC=C)(=O)C1=CC=CC=C1 bis(4-allyl phenyl)phenylphosphonate